7-((3as,4R,6R,6aR)-6-(((tert-butyldimethylsilyl)oxy)methyl)-2,2-dimethyltetrahydro-4H-cyclopenta[d][1,3]dioxol-4-yl)-2,4-dichloro-5-iodo-7H-pyrrolo[2,3-d]pyrimidine [Si](C)(C)(C(C)(C)C)OC[C@H]1C[C@H]([C@H]2[C@@H]1OC(O2)(C)C)N2C=C(C1=C2N=C(N=C1Cl)Cl)I